The molecule is 7-Chloro-1H-1,5-benzodiazepine-2,4(3H,5H)-dione in which the hydrogen attached to the nitrogen at position 1 is substituted by a methyl group, whilst that attached to the other nitrogen is substituted by a phenyl group. It is used for the short-term management of acute anxiety and as an adjunct in the treatment of epilepsy in association with other antiepileptics. It has a role as an anticonvulsant, an anxiolytic drug and a GABA modulator. It is a 1,4-benzodiazepinone and an organochlorine compound. CN1C(=O)CC(=O)N(C2=C1C=CC(=C2)Cl)C3=CC=CC=C3